((5-cyanothiophen-2-yl)methyl)zinc (II) bromide [Br-].C(#N)C1=CC=C(S1)C[Zn+]